2-methyl-2-pentyl-2H-benzo[e][1,3]oxazin-4-ol CC1(OC2=C(C(=N1)O)C=CC=C2)CCCCC